hydroxy-[1,1'-biphenyl] OC1=C(C=CC=C1)C1=CC=CC=C1